(Fmoc-amino)-2,2-dimethyl-1,3-dioxane-5-Carboxylic acid C(=O)(OCC1C2=CC=CC=C2C2=CC=CC=C12)NC1OC(OCC1C(=O)O)(C)C